C(C)(=O)N1CC2=C(CC1)N(N=C2N2CCCC1=CC(=C(C=C21)C(F)F)C=O)C2CCOCC2 1-(5-acetyl-1-(tetrahydro-2H-pyran-4-yl)-4,5,6,7-tetrahydro-1H-pyrazolo[4,3-c]pyridin-3-yl)-7-(difluoromethyl)-1,2,3,4-tetrahydroquinoline-6-carbaldehyde